(Z)-3-((1H-pyrrol-2-yl)methylene)-5-(6-(cyclohexylamino)pyrazin-2-yl)indolin-2-one N1C(=CC=C1)\C=C\1/C(NC2=CC=C(C=C12)C1=NC(=CN=C1)NC1CCCCC1)=O